3-(3-aminobenzyl)bicyclo[1.1.1]pentan NC=1C=C(CC23CC(C2)C3)C=CC1